O=C1C(=C(N=C(N1)SCC1=NN=NN1)C=1SC=CC1)C#N 6-Oxo-2-(1H-tetrazol-5-ylmethylsulfanyl)-4-thiophen-2-yl-1,6-dihydro-pyrimidine-5-carbonitrile